CN1CCN(CC1)C=1C=CC2=C(NC(=N2)C2=NNC3=NC=C(C=C32)NC(C=C)=O)C1 N-(3-(6-(4-methylpiperazin-1-yl)-1H-benzimidazol-2-yl)-1H-pyrazolo[3,4-b]pyridin-5-yl)acrylamide